NC1=NC2=CC=C(C=C2C=C1C)C(=O)N(CC1=NC=C(C=C1)C(F)(F)F)C[C@@H](C)C#N 2-amino-N-((2R)-2-cyanopropyl)-3-methyl-N-((5-(trifluoromethyl)-2-pyridinyl)methyl)-6-quinolinecarboxamide